7-[3-(ethoxycarbonyl)azetidin-1-yl]-5-methyl-4-oxo-1-(1,2,4-thiadiazol-5-yl)-1,4-dihydro-1,8-naphthyridine-3-carboxylic acid C(C)OC(=O)C1CN(C1)C1=CC(=C2C(C(=CN(C2=N1)C1=NC=NS1)C(=O)O)=O)C